ClC1=C(C=CC=C1)[C@@H]1[C@H](COC(C1)(C)C)C(=O)N1[C@H](CC2(CN(C2C)C(C=C)=O)CC1)C 1-((6S)-7-((3R,4S)-4-(2-chlorophenyl)-6,6-dimethyltetrahydro-2H-pyran-3-carbonyl)-1,6-dimethyl-2,7-diazaspiro[3.5]nonan-2-yl)prop-2-en-1-one